diphenyl-phosphinic chloride diphenyl-chlorophosphate C1(=CC=CC=C1)OP(=O)(OC1=CC=CC=C1)Cl.C1(=CC=CC=C1)P(=O)(C1=CC=CC=C1)Cl